C(#N)C(C([2H])([2H])[2H])(C([2H])([2H])[2H])C=1C=CC=2N(C1)N=CC2C(=O)OC methyl 6-[1-cyano-2,2,2-trideuterio-1-(trideuteriomethyl)ethyl]pyrazolo[1,5-a]pyridine-3-carboxylate